CC1=CC(=NC(=C1)C)NC1=CC(=CC=2N(C(=NC21)C2=CNC=C2)C)C2=CC=C(C=C2)N2CCN(CC2)C(C)C N-(4,6-dimethylpyridin-2-yl)-6-(4-(4-isopropylpiperazin-1-yl)phenyl)-1-methyl-2-(1H-pyrrol-3-yl)-1H-benzo[d]imidazol-4-amine